C1(CCC1)N1N=CC=2C1=NC=C(N2)C(=O)NC=2C=C1CN(C(C1=CC2)=O)C2C(NC(CC2)=O)=O 1-cyclobutyl-N-(2-(2,6-dioxopiperidin-3-yl)-1-oxoisoindolin-5-yl)-1H-pyrazolo[3,4-b]pyrazine-5-carboxamide